isopropylidene-cyclohexane-1,2-dicarboxylic acid C(C)(C)=C1C(C(CCC1)C(=O)O)C(=O)O